phenylaminoethyl methacrylate C(C(=C)C)(=O)OCCNC1=CC=CC=C1